C(C)(=O)O[C@@H]1[C@](SC(C1)N1C=NC2=NC(=NC(=C12)NC(C)=O)NC(C)=O)(C#C)CCC(=O)[O-] 1E-(((2R,3S)-3-acetoxy-5-(2,6-diacetamido-7H-purin-7-yl)-2-ethynyltetrahydrothiophen-2-yl)methyl acetate)